4-(5-((1S,5R)-5-(trifluoromethyl)-3-(8-(trifluoromethyl)quinolin-5-yl)-3-azabicyclo[3.1.0]hexan-1-yl)-1,3,4-oxadiazol-2-yl)piperidine-1-carboxylic acid tert-butyl ester C(C)(C)(C)OC(=O)N1CCC(CC1)C=1OC(=NN1)[C@@]12CN(C[C@]2(C1)C(F)(F)F)C1=C2C=CC=NC2=C(C=C1)C(F)(F)F